C(CCCCCCCCCCC)NC(=O)N(CCCCCCCCC)CCCCCCCCC N-dodecyl-N',N'-dinonylurea